S1C(=CC=C1)S(=O)(=O)N1C2=C(OCC1)C(=CN=C2)C2=CC=C(C#N)C=C2 4-(4-(thiophene-2-sulfonyl)-3,4-dihydro-2H-pyrido[4,3-b][1,4]oxazin-8-yl)benzonitrile